C(=O)OCC1=CC(=CC=C1)N1CC2(CCC1)OC1=C(C(C2)=O)C=C(C=C1)F (3-{6-fluoro-4-oxo-3,4-dihydrospiro[1-benzopyran-2,3'-piperidine]-1'-yl}phenyl)methyl formate